N(=[N+]=[N-])CC(=O)N1[C@@H](CN(CC1)C1=NC=C(C=N1)C=1N=C2C(=C(C(=NC2=CC1F)C)Cl)N[C@H](C)C=1C=C(C#N)C=CC1F)C 3-[(1R)-1-[[6-[2-[(3R)-4-(2-azidoacetyl)-3-methyl-piperazin-1-yl]pyrimidin-5-yl]-3-chloro-7-fluoro-2-methyl-1,5-naphthyridin-4-yl]amino]ethyl]-4-fluoro-benzonitrile